boron-indium [In].[B]